P(=O)(OC[N+]1=C(C(=CC=C1)C1=CC(=NO1)CC=1C=NC(=CC1)OCC=1C=NC=CC1)N)(O)[O-] (2-amino-3-(3-((6-(pyridin-3-ylmethoxy)pyridin-3-yl)methyl)isoxazol-5-yl)pyridin-1-ium-1-yl)methyl hydrogen phosphate